1-(2,6-bis(benzyloxy)pyridin-3-yl)-4-(1,4-dioxaspiro[4.5]dec-7-en-8-yl)indoline C(C1=CC=CC=C1)OC1=NC(=CC=C1N1CCC2=C(C=CC=C12)C1=CCC2(OCCO2)CC1)OCC1=CC=CC=C1